CCC(C(=O)O)C1(CCCCC1)O The molecule is a hydroxy monocarboxylic acid in which the hydroxy group is geminal to a 1-carboxypropyl group on a cyclohexane ring. It has a role as a bile therapy drug.